8-[6-(1-Acetylpiperidin-4-yl)-7-difluoromethyl-3,4-dihydro-2H-quinolin-1-yl]-[1,7]naphthyridine-6-carboxylic acid C(C)(=O)N1CCC(CC1)C=1C=C2CCCN(C2=CC1C(F)F)C=1N=C(C=C2C=CC=NC12)C(=O)O